2,4,5-Trifluorotoluene FC1=C(C)C=C(C(=C1)F)F